5-(4-Acetamido-3-nitrophenyl)-10,15,20-triphenyl-porphyrin C(C)(=O)NC1=C(C=C(C=C1)C=1C2=CC=C(N2)C(=C2C=CC(C(=C3C=CC(=C(C=4C=CC1N4)C4=CC=CC=C4)N3)C3=CC=CC=C3)=N2)C2=CC=CC=C2)[N+](=O)[O-]